BrC1=NC(=CC(=C1NCCCNC(OC(C)(C)C)=O)C)Cl Tert-Butyl (3-((2-Bromo-6-Chloro-4-Methylpyridin-3-Yl)Amino)Propyl)Carbamate